6-((4-(1-(3-fluorobenzyl)-1H-benzo[d]imidazol-2-yl)piperidin-1-yl)methyl)-3-(3-fluorophenyl)-1-methyl-1H-indazole FC=1C=C(CN2C(=NC3=C2C=CC=C3)C3CCN(CC3)CC3=CC=C2C(=NN(C2=C3)C)C3=CC(=CC=C3)F)C=CC1